N-(4-Methylphenethyl)-1H-benzo[d]imidazole-1-carboxamide CC1=CC=C(CCNC(=O)N2C=NC3=C2C=CC=C3)C=C1